C(C)OC(CN(C)C1=NC(=C(C(=C1)C)C(N(C)C1=CC(=CC=C1)F)=O)SCC)=O 2-[[6-Ethylsulfanyl-5-[(3-fluorophenyl)-methyl-carbamoyl]-4-methyl-pyridin-2-yl]-methyl-amino]-acetic acid ethyl ester